ClC(OC1=CC=C(C=C1)C1=CC(=NC=C1)N(C(OC(C(F)(F)F)(C)C)=O)CC12CCC(CC1)(CC2)C2=NOC(=N2)C(C)(F)F)(F)F 1,1,1-trifluoro-2-methylpropan-2-yl (4-(4-(chlorodifluoromethoxy)phenyl)pyridin-2-yl)((4-(5-(1,1-difluoroethyl)-1,2,4-oxadiazol-3-yl)bicyclo[2.2.2]octan-1-yl)methyl)carbamate